4-[(6E)-3-hydroxy-8,10-dimethyl-2-(methylamino)-6-dodecen-1-yl]phenol OC(C(CC1=CC=C(C=C1)O)NC)CC\C=C\C(CC(CC)C)C